C[NH+](C)CCCCCCCCCCCCCCCCCC N,N-dimethyloctadecyl-ammonium